2,3-Diethyl-5-Methyl-Pyrazine C(C)C1=NC=C(N=C1CC)C